1-(3-(sec-butyl)-1-phenyl-1H-pyrazol-5-yl)-3-(2-fluoro-4-((3-keto-3,4-dihydropyrido[2,3-b]pyrazin-8-yl)oxy)phenyl)urea C(C)(CC)C1=NN(C(=C1)NC(=O)NC1=C(C=C(C=C1)OC1=CC=NC=2NC(C=NC21)=O)F)C2=CC=CC=C2